CN1N=C(N=C1)CO (1-methyl-1H-[1,2,4]triazol-3-yl)-methanol